O([C@H]1[C@H](O)[C@@H](O)[C@H](O)[C@H](O1)CO)C1=CNC2=CC=CC=C12 1H-indole-3-yl β-D-glucopyranoside